CN1C(CCCC1)CNC(=O)C1=CC2=C(N(C(=N2)NC=2SC3=C(N2)C=CC(=C3)Cl)C)C=C1 2-(6-Chloro-benzothiazol-2-ylamino)-1-methyl-1H-benzoimidazole-5-carboxylic acid (1-methyl-piperidin-2-ylmethyl)-amide